ClC=1C=C2C=C(NC2=CC1C=1N=CC=2N(C1)C=CN2)CNC(C)=O N-((5-chloro-6-(imidazo[1,2-a]pyrazin-6-yl)-1H-indol-2-yl)methyl)acetamide